(3-[2-[2-(2-aminoethoxy)ethoxy]ethoxy]propanamido)-6-azidohexanamide NCCOCCOCCOCCC(=O)NC(C(=O)N)CCCCN=[N+]=[N-]